3-(4-amino-4-methyl-1-piperidinyl)-6-(2,3-dichlorophenyl)mercapto-5-hydroxy-pyrazine-2-carboxylic acid methyl ester COC(=O)C1=NC(=C(N=C1N1CCC(CC1)(C)N)O)SC1=C(C(=CC=C1)Cl)Cl